ClC=1N=C(NC1C1=C(C=C(C=C1)S(=O)(=O)C)C)C1=NC=C(C=C1)F 2-[4-Chloro-5-(2-methyl-4-methylsulfonyl-phenyl)-1H-imidazol-2-yl]-5-fluoro-pyridine